CC(=CCC/C(=C\\COP(=O)(O)OP(=O)(O)O)/C)C The molecule is a polyprenol diphosphate having neryl as the polyprenyl component. It is a conjugate acid of a neryl diphosphate(3-).